C(C)OC(=O)C1=CC(=NS1)C1=CN(C2=NC=CC(=C21)Cl)COCC[Si](C)(C)C 3-[4-chloro-1-(2-trimethylsilylethoxymethyl)pyrrolo[2,3-b]pyridin-3-yl]isothiazole-5-carboxylic acid ethyl ester